CC1=C(C=CC(=C1)NC(C[C@H]1C[C@H](N(C1)C=1C2=C(N=C(N1)C)C1=C(O2)C=CC=C1)C(=O)O)=O)C1=CC=CC=C1 (2S,4R)-4-(2-((2-methyl-[1,1'-biphenyl]-4-yl)amino)-2-oxoethyl)-1-(2-methylbenzofuro[3,2-d]pyrimidin-4-yl)pyrrolidine-2-carboxylic acid